C(C)OC(=O)N1CCCCC1 1-(ethoxycarbonyl)piperidine